COC(C1=C(C=C(C(=C1)F)C(F)(F)F)Br)=O.NC(C[Si](OCC)(OCC)OCC)C (β-aminopropyl)triethoxysilane methyl-2-bromo-5-fluoro-4-(trifluoromethyl)-benzoate